OC(C=1C=C2C(=CN1)OC(=C2)C#N)C2CCN(CC2)C 5-[hydroxy(1-methylpiperidin-4-yl)methyl]furo[2,3-c]pyridine-2-carbonitrile